3-(2-Aminopyrimidin-5-yl)-9-((6-chloro-3,4-dihydro-1,5-naphthyridin-1(2H)-yl)methyl)-4,7-dimethylimidazo[1,5-a]quinazolin-5(4H)-one NC1=NC=C(C=N1)C=1N=CN2C1N(C(C1=CC(=CC(=C21)CN2CCCC1=NC(=CC=C21)Cl)C)=O)C